COCCOCCOCCOCCO tetrakisethylene glycol methyl ether